3-(2,7-Diazaspiro[3.5]non-7-yl)-7-(2,8-dimethylimidazo[1,2-b]pyridazin-6-yl)-5-fluorocinnoline C1NCC12CCN(CC2)C=2N=NC1=CC(=CC(=C1C2)F)C=2C=C(C=1N(N2)C=C(N1)C)C